ClC1=C(C=C(C=C1)C1=NN(C(=N1)CC(=O)NCC=1C=C2C=NNC2=CC1)C)F 2-[3-(4-chloro-3-fluorophenyl)-1-methyl-1H-1,2,4-triazol-5-yl]-N-[(1H-indazol-5-yl)methyl]acetamide